(S)-1-(6-fluoropyrazin-2-yl)-3-methoxy-N-(6-(5-methyl-6,7-dihydro-5H-pyrrolo[2,1-c][1,2,4]triazol-3-yl)pyridin-2-yl)-1H-pyrazole-4-carboxamide FC1=CN=CC(=N1)N1N=C(C(=C1)C(=O)NC1=NC(=CC=C1)C=1N2C(=NN1)CC[C@@H]2C)OC